FC1=CC=C(C=C1)NC=1SC(=CN1)C1=CC=C(C=C1)OC1=C2N=CN(C2=NC=N1)CC(C)C N-(4-fluorophenyl)-5-(4-((9-isobutyl-9H-purin-6-yl)oxy)phenyl)thiazol-2-amine